ethyl (2S,3R)-2,3-dihydroxy-4-methoxybutyrate O[C@H](C(=O)OCC)[C@@H](COC)O